C1(=CCC(CC1)C(=C)C)C p-menthane-1,8-diene